[Al].[Yb] ytterbium aluminium